2-[(1s,3s)-3-(5-aminopyridin-3-yl)-3-(4-methyl-1,2,4-triazol-3-yl)cyclobutyl]acetonitrile NC=1C=C(C=NC1)C1(CC(C1)CC#N)C1=NN=CN1C